C(N)(=O)C1=CC2=C(SC(=C2C=C)C(F)(F)P(OCC)(OCC)=O)C(=C1)OCCCS(=O)(=O)C diethyl ((5-carbamoyl-7-(3-(methylsulfonyl)propoxy)-3-vinylbenzo[b]thiophen-2-yl)difluoromethyl)phosphonate